C(=O)C1CCC(CC1)N1N=C2C(=CC(=CC2=C1)C1=NC(=CC=C1)C(F)(F)F)OC [2-(4-formylcyclohexyl)-7-methoxy-indazol-5-yl]-6-(trifluoromethyl)pyridine